5-(p-iodophenyl)pentanoate IC1=CC=C(C=C1)CCCCC(=O)[O-]